ClC1=C(C=C(C(=O)[O-])C=C1N)N 4-chloro-3,5-diamino-benzoat